tert-butyl-peroxy-isobutyl monocarbonate C(OC(C(C)C)OOC(C)(C)C)([O-])=O